(R)-tert-butyl 3-methyl-l-1-oxo-3,4,8,9,10,11-hexahydro-1H-pyrido[4',3':3,4]pyrazolo[1,5-a][1,4]diazepine-2(7H)-carboxylate C[C@@H]1CC2=NN3C(CNCCC3)=C2C(N1C(=O)OC(C)(C)C)=O